FC(O[C@H]1C[C@H](C1)C1CC(=NO1)C12CC(C1)(C2)NC(OC(C)(C)C)=O)(F)F tert-butyl (3-{5-[cis-3-(trifluoromethoxy)cyclobutyl]-4,5-dihydro-1,2-oxazol-3-yl}bicyclo[1.1.1]pentan-1-yl)carbamate